CC1C(C(CCC1)C(=O)OCCCCCC)C(=O)OCCCCCC dihexyl 3-methylcyclohexane-1,2-dicarboxylate